N-[[(1-methylethyl)amino]carbonyl]-4-[(3-methylphenyl)amino]-3-pyridinesulfonamide CC(C)NC(=O)NS(=O)(=O)C=1C=NC=CC1NC1=CC(=CC=C1)C